BrC=1C=C(C=CC1)[C@H](C)NC(OC(C)(C)C)=O tert-butyl (S)-(1-(3-bromophenyl)ethyl)carbamate